3-[5-fluoro-6-(4-piperidyl)-3-pyridyl]piperidine-2,6-dione FC=1C=C(C=NC1C1CCNCC1)C1C(NC(CC1)=O)=O